Methyl 3-((tert-butoxycarbonyl)(methyl)amino)-2-(3-chloro-4-fluoro-2-methoxyphenyl)propanoate C(C)(C)(C)OC(=O)N(CC(C(=O)OC)C1=C(C(=C(C=C1)F)Cl)OC)C